(R)-2-AMINOMETHYL-4-METHYL-PENTANOIC ACID NC[C@H](C(=O)O)CC(C)C